2-[(3-chloro-4-fluorophenyl)-[3-(trifluoromethyl)cyclohexyl]oxymethyl]-5-methyl-4-methylsulfonyl-1H-imidazole ClC=1C=C(C=CC1F)C(C=1NC(=C(N1)S(=O)(=O)C)C)OC1CC(CCC1)C(F)(F)F